2-methyl-1,5-dioxacycloundecane-6,11-dione CC1OC(CCCCC(OCC1)=O)=O